C1=CC=C2C=C3C(=CC2=C1)C=CC(=C3C(=O)O)C(=O)O anthracenedicarboxylic acid